N-isobutyl-2-[2-(6-methyl-2-pyridyl)-6-[[2-(4-piperazin-1-ylanilino)pyrimidin-4-yl]amino]pyrimidin-4-yl]acetamide C(C(C)C)NC(CC1=NC(=NC(=C1)NC1=NC(=NC=C1)NC1=CC=C(C=C1)N1CCNCC1)C1=NC(=CC=C1)C)=O